(4-amino-7-fluoroimidazo[1,5-a]quinoxalin-8-yl)((2S,4aS,9aR)-6-fluoro-2-methyl-7-(trifluoromethyl)-2,3,9,9a-tetrahydroindeno[2,1-b][1,4]oxazin-4(4aH)-yl)methanone NC=1C=2N(C3=CC(=C(C=C3N1)F)C(=O)N1[C@@H]3[C@H](O[C@H](C1)C)CC=1C=C(C(=CC13)F)C(F)(F)F)C=NC2